5-((5-(3-(((1r,4r)-4-aminocyclohexyl)oxy)-5-methoxypyridin-4-yl)-1H-pyrazol-3-yl)amino)pyrazine-2-carbonitrile NC1CCC(CC1)OC=1C=NC=C(C1C1=CC(=NN1)NC=1N=CC(=NC1)C#N)OC